FC1=CC(=C(C=C1)C1=CC(=CC=C1)C=1OC2=C(N1)C=C(C=C2OC)CN[C@H]2[C@H](CCC2)O)C2=NN=CN2C (1S,2R)-2-(((2-(4'-Fluoro-2'-(4-methyl-4H-1,2,4-triazol-3-yl)-[1,1'-biphenyl]-3-yl)-7-methoxybenzo[d]oxazol-5-yl)methyl)amino)cyclopentan-1-ol